(E)-3-(2,5-dimethoxyphenyl)-1-(4-methylphenyl)prop-2-en-1-one COC1=C(C=C(C=C1)OC)/C=C/C(=O)C1=CC=C(C=C1)C